8-[5-fluoro-6-(1-methyl-cyclopropyl)pyridin-3-yl]-6-oxo-2H,3H,4H,6H-pyrido[2,1-b][1,3]thiazine-7-carbonitrile FC=1C=C(C=NC1C1(CC1)C)C=1C=C2SCCCN2C(C1C#N)=O